C(C)(=O)O.II molecular iodine acetate